FC=1C=C(C=CC1F)C=1C=C(C(=NC1)CC(=O)OC)F methyl 2-(5-(3,4-difluorophenyl)-3-fluoropyridin-2-yl)acetate